(4-amino-1-methyl-1H-pyrazolo[4,3-c][1,7]naphthyridin-8-yl)((3R,4aS,9bS)-3-methyl-7-(trifluoromethyl)-3,4,4a,9b-tetrahydrobenzofuro[3,2-b]pyridin-1(2H)-yl)methanone NC1=NC=2C=NC(=CC2C2=C1C=NN2C)C(=O)N2[C@@H]1[C@H](C[C@H](C2)C)OC2=C1C=CC(=C2)C(F)(F)F